6-hydroxyhexanoyl-coenzyme A OCCCCCC(=O)SCCNC(CCNC([C@@H](C(COP(OP(OC[C@@H]1[C@H]([C@H]([C@@H](O1)N1C=NC=2C(N)=NC=NC12)O)OP(=O)(O)O)(=O)O)(=O)O)(C)C)O)=O)=O